C(CCCCCCCCCCCCCCCCCCCCCCCCCCC)OC(C=C)=O.C1(=C(C=CC=C1)P(C1=C(C=CC=C1)C)C1=C(C=CC=C1)C)C Tri-o-tolyl-phosphin montanyl-acrylate